COC1CN(S(C1=C)(=O)=O)C1=CC=CC=C1 4-methoxy-5-methylene-2-phenylisothiazolidine 1,1-dioxide